6-[3-(difluoromethyl)-4-fluoro-phenyl]-3-fluoro-pyrazolo[4,3-b]pyridine FC(C=1C=C(C=CC1F)C=1C=C2C(=NC1)C(=NN2)F)F